2,3-dimethyl-2-(2-propyl)-butanoic acid CC(C(=O)O)(C(C)C)C(C)C